3,3-dimethyl-N-(pyrazin-2-ylmethyl)butyramide CC(CC(=O)NCC1=NC=CN=C1)(C)C